C1([C@H](O)[C@@H](O)[C@@H](O)[C@H](O1)CO)O[C@@H]1[C@H](C(O)O[C@@H]([C@H]1OC1[C@@H](O)[C@H](O)[C@H](O)[C@@H](O1)C)CO)NC(C)=O galactosyl-(1-3)-(fuco-pyranosyl-(1-4))-N-acetylglucosamine